N-(3-(trifluoromethoxy)phenyl)propanamide FC(OC=1C=C(C=CC1)NC(CC)=O)(F)F